2-chlorothieno[3,2-b]pyridine-5-carbonitrile ClC1=CC2=NC(=CC=C2S1)C#N